FC1=CC=C(C=C1)C1=NN2C(NC[C@H](C2)CO)=C1C=1C=CC(N(N1)C1=C(C=CC=C1)C)=O (R)-6-(2-(4-fluorophenyl)-6-(hydroxymethyl)-4,5,6,7-tetrahydropyrazolo[1,5-a]pyrimidin-3-yl)-2-(o-tolyl)pyridazin-3(2H)-one